OCCC1[C@H]([C@@H](N(C1)C(=O)OC(C)(C)C)C(=O)OC)CCCB1O[C@@]2([C@H](O1)C[C@H]1C([C@@H]2C1)(C)C)C 1-(tert-butyl) 2-methyl (2R,3R)-4-(2-hydroxyethyl)-3-(3-((3aS,4S,6S,7aR)-3a,5,5-trimethylhexahydro-4,6-methanobenzo[d][1,3,2]dioxaborol-2-yl)propyl)pyrrolidine-1,2-dicarboxylate